C1(=CC=CC=C1)CCC(CC\C=C\C1=CC=CC=C1)O (3xi,6e)-1,7-Diphenyl-6-hepten-3-ol